C(#N)C1=CC=C(CCN[C@H](C(=O)NC2=NC=C(C=C2)C=2C=NN(C2)C)C2=CC(=CC=C2)CCCCCC)C=C1 |r| (S)- and (R)-2-((4-cyanophenEthyl)amino)-2-(3-hexylphenyl)-N-(5-(1-methyl-1H-pyrazol-4-yl)pyridin-2-yl)acetamide